C(C=CCCCCCCCCCCCCCCCCCCC)(=O)N Docosenamid